2-(4-chloro-3-fluorophenoxy)-N-{3-[2-(4-chloro-2-methoxyphenoxy)acetylamino]bicyclo[1.1.1]pentan-1-yl}acetamide ClC1=C(C=C(OCC(=O)NC23CC(C2)(C3)NC(COC3=C(C=C(C=C3)Cl)OC)=O)C=C1)F